COC1=NC=NC(=C1C1=NC=C2N(C(N(C2=N1)CC1=CC=C(C=C1)C=1N(C=C(N1)C(F)(F)F)C)=N)CC(F)(F)F)C1(CC1)C 2-[4-methoxy-6-(1-methylcyclopropyl)pyrimidin-5-yl]-9-[[4-[1-methyl-4-(trifluoromethyl)imidazol-2-yl]phenyl]methyl]-7-(2,2,2-trifluoroethyl)purin-8-imine